6-[(2,6-dichloro-4-pyridinyl)-difluoro-methyl]bicyclo[3.1.0]-hexane-3-carboxylic acid tert-butyl ester C(C)(C)(C)OC(=O)C1CC2C(C2C1)C(F)(F)C1=CC(=NC(=C1)Cl)Cl